((2-(4-hydroxycyclohexyl)ethyl)azanediyl)bis(hexane-6,1-diyl) bis(2-hexyldecanoate) C(CCCCC)C(C(=O)OCCCCCCN(CCCCCCOC(C(CCCCCCCC)CCCCCC)=O)CCC1CCC(CC1)O)CCCCCCCC